C(C1=CC=CC=C1)N1[C@H]2[C@@](C[C@@H](C1)F)(CCC2)CO ((3S,4aS,7aR)-1-benzyl-3-fluorooctahydro-4aH-cyclopenta[b]pyridin-4a-yl)methanol